C1(=CC=C(C=C1)C1=CC=C(C2=CC=CC=C12)NC1=CC=CC=C1)C1=CC=CC=C1 4-([1,1'-Biphenyl]-4-yl)-N-phenylnaphthalen-1-amine